4-[[6-[(4R)-4-(tert-Butoxycarbonylamino)-2-oxo-pyrrolidin-1-yl]-3-pyridinyl]sulfonyl]piperazine-1-carboxylic acid benzyl ester C(C1=CC=CC=C1)OC(=O)N1CCN(CC1)S(=O)(=O)C=1C=NC(=CC1)N1C(C[C@H](C1)NC(=O)OC(C)(C)C)=O